1-Ethyl 5-(3,3-difluoroazetidin-1-yl)pyrazolo[1,5-a]pyrimidine-3-carboxylate FC1(CN(C1)C1=NC=2N(C=C1)N=CC2C(=O)OCC)F